C(C)N(C([C@@H](C)O)=O)CCN1CCC(CC1)C1=NOC2=C1C=CC(=C2)F (2R)-N-ethyl-N-{2-[4-(6-fluoro-1,2-benzisoxazol-3-yl)piperidin-1-yl]ethyl}-2-hydroxypropionamide